C(#N)C=1C=CC(=NC1)C=1C=NC=CC1NC1=NC(=NC(=C1)C)C(C)(F)F 5-cyano-4'-((2-(1,1-difluoroethyl)-6-methylpyrimidin-4-yl)amino)-[2,3'-bipyridin]